3-((5-(5-(difluoromethyl)-1,3,4-oxadiazole-2-yl)pyridine-2-yl)methyl)-5-fluoro-1-(1-methylpiperidine-4-yl)-1,3-dihydro-2H-benzo[d]imidazole-2-one FC(C1=NN=C(O1)C=1C=CC(=NC1)CN1C(N(C2=C1C=C(C=C2)F)C2CCN(CC2)C)=O)F